OC1=CC2=C(C(/C(/O2)=C/C2=CC=C(C3=CC=CC=C23)O)=O)C=C1 (Z)-6-hydroxy-2-((4-hydroxynaphthalen-1-yl)methylene)benzofuran-3(2H)-one